O1COC2=C1C=CC=C2S(=O)(=O)N2C=C(C=C2Br)CN(C(OC(C)(C)C)=O)C tert-butyl N-{[1-(2H-1,3-benzodioxole-4-sulfonyl)-5-bromo-1H-pyrrol-3-yl]methyl}-N-methylcarbamate